1-(tert-butyl)3,5-bis(2,5-dioxopyrrolidin-1-yl)(3R,5S)-piperidine C(C)(C)(C)N1C[C@@H](C[C@@H](C1)N1C(CCC1=O)=O)N1C(CCC1=O)=O